BrC1=CC=C(C=C1)NC1=C(C=C(C=C1)C1=CC=C(C=C1)F)C#N 4-[(4-bromophenyl)amino]-4'-fluoro-[1,1'-biphenyl]-3-carbonitrile